3-(4-(4,4,5,5-tetramethyl-1,3,2-dioxaborolan-2-yl)-1H-pyrazol-1-yl)tetrahydrothiophene 1,1-dioxide CC1(OB(OC1(C)C)C=1C=NN(C1)C1CS(CC1)(=O)=O)C